P(=O)(O)(O)OC[C@@H]1[C@H]([C@H]([C@@H](O1)N1C=NC=2C(=O)NC(N)=NC12)O)OC 3'-O-methylguanosine 5'-monophosphate